CN([C@@H](C1[C@@H](NC=2N=C(NC(C2N1)=O)N)C)C)C1=CC=C(C[C@@H]([C@@H]([C@@H](CO[C@H]2O[C@H](COP(O[C@@H](CCC(O)=O)C(O)=O)(O)=O)[C@H]([C@H]2O)O)O)O)O)C=C1 N6-methyltetrahydromethanopterin